N-(4'-((3-(methylsulfonyl)phenyl)amino)-5-morpholino-[2,3'-bipyridin]-6'-yl)acetamide CS(=O)(=O)C=1C=C(C=CC1)NC1=C(C=NC(=C1)NC(C)=O)C1=NC=C(C=C1)N1CCOCC1